3-(1-((R)-3-fluoropyrrolidin-1-yl)ethyl)-4-isopropyl-6-(4,4,5,5-tetramethyl-1,3,2-dioxaborolan-2-yl)quinoline F[C@H]1CN(CC1)C(C)C=1C=NC2=CC=C(C=C2C1C(C)C)B1OC(C(O1)(C)C)(C)C